2-(3-(4-hydroxy-phenyl)-2-carboxy-propionylamino)-benzoic acid OC1=CC=C(C=C1)CC(C(=O)NC1=C(C(=O)O)C=CC=C1)C(=O)O